N1=CC=CC=2CCCC(C12)=O 6,7-dihydroquinolin-8-one